2-{[1-(cyclopropylmethyl)-1H-pyrazol-4-yl]amino}-4-[(2-fluoro-6-methylphenyl)amino]pyrimidine-5-carboxamide C1(CC1)CN1N=CC(=C1)NC1=NC=C(C(=N1)NC1=C(C=CC=C1C)F)C(=O)N